O(C)C1=C(C=CC=C1)N(C(=O)N1C[C@H](N(CC1)C(=O)N1C2=C(C=CC3=C1C=CC=C3)C=CC=C2)C(=O)O)C2=C(C=CC=C2)OC (S)-4-(bis(2-methoxylphenyl)carbamoyl)-1-(5H-dibenzo[b,f]azepine-5-carbonyl)piperazine-2-carboxylic acid